NC1=C(C(N(C2=CC(=CC=C12)I)CC=1NC=NC1)=O)C(=O)OC methyl 4-amino-1-(3H-imidazol-4-ylmethyl)-7-iodo-2-oxo-1,2-dihydroquinoline-3-carboxylate